FC=1C=C(C=CC1)NC(C1=CC=C(C=C1)NS(=O)(=O)C1=CC=CC=C1)=O N-(3-fluorophenyl)-4-(phenylsulfonamido)benzamide